methyl 2-(5-bromopentyl)-3,4-dihydro-1,8-naphthyridine-1(2H)-carboxylate BrCCCCCC1N(C2=NC=CC=C2CC1)C(=O)OC